2-(2-fluoro-4-(pyrrolidin-3-yl)phenyl)-N-(1-methylpiperidin-4-yl)benzo[d]imidazo[2,1-b]thiazole-7-carboxamide diformate C(=O)O.C(=O)O.FC1=C(C=CC(=C1)C1CNCC1)C=1N=C2SC3=C(N2C1)C=CC(=C3)C(=O)NC3CCN(CC3)C